BrC1=CC=C2/C(/C(NC2=C1)=O)=C\1/N(C2=CC=CC=C2/C1=N\O)CCOCCOCCO (2Z,3E)-6'-bromo-1-(2-(2-(2-hydroxyethoxy)ethoxy)ethyl)-3-(hydroxyimino)-[2,3'-biindolinylidene]-2'-one